Furantrione O1C(C(C(C1)=O)=O)=O